CN1[C@H](CCC1)C=1N=C2N(C=C(C=C2)NC(=O)C2=CC=3N(C=C2)C=NN3)C1 |r| rac-N-[2-(1-methylpyrrolidin-2-yl)imidazo[1,2-a]pyridin-6-yl]-[1,2,4]triazolo[4,3-a]pyridine-7-carboxamide